1-(2-chloro-5-((R)-2-(2,5-difluorophenyl)-4-oxopyrrolidin-1-yl)pyrazolo[1,5-a]pyrimidin-3-yl)-3-(2,2-difluorocyclopropyl)thiourea ClC1=NN2C(N=C(C=C2)N2[C@H](CC(C2)=O)C2=C(C=CC(=C2)F)F)=C1NC(=S)NC1C(C1)(F)F